FC1=CC=C(C=C1)C1=C(N(C=N1)C(C)C)C=1SC=C(N1)C(=O)NC1=NC=C(C=C1)C1CN(C1)C 2-[5-(4-fluorophenyl)-3-isopropyl-imidazol-4-yl]-N-[5-(1-methylazetidin-3-yl)-2-pyridyl]thiazole-4-carboxamide